N-[3-methoxy-4-(4-methylpiperazin-1-yl)phenyl]-5-(1,3-thiazol-5-yl)-4-{5-[1-(triphenylmethyl)imidazol-4-yl]furan-2-yl}pyrimidin-2-amine COC=1C=C(C=CC1N1CCN(CC1)C)NC1=NC=C(C(=N1)C=1OC(=CC1)C=1N=CN(C1)C(C1=CC=CC=C1)(C1=CC=CC=C1)C1=CC=CC=C1)C1=CN=CS1